1-CYCLOBUTYL-1-TOSYLMETHYL ISOCYANIDE C1(CCC1)C(S(=O)(=O)C1=CC=C(C)C=C1)[N+]#[C-]